2-ethylhexyl 3-((5-isopropyl-7-(2,2,6,6-tetrafluoromorpholino)-5H-pyrrolo[3,2-d]pyrimidin-2-yl)thio)propionate C(C)(C)N1C=C(C=2N=C(N=CC21)SCCC(=O)OCC(CCCC)CC)N2CC(OC(C2)(F)F)(F)F